C(CCCCCCCCCCCC(=O)OC1CC(N(C(C1)(C)C)C)(C)C)(=O)OC1CC(N(C(C1)(C)C)C)(C)C bis(1,2,2,6,6-pentamethyl-4-piperidinyl) tridecanedioate